3-[ETHYL(2-METHOXYETHYL)AMINO]PROPANAL C(C)N(CCC=O)CCOC